(1R,2R)-N-(6-(5-chloro-6-fluoro-7-isopropyl-1H-indazol-4-yl)imidazo[1,2-a]pyrazin-2-yl)-2-fluorocyclopropane-1-carboxamide ClC=1C(=C2C=NNC2=C(C1F)C(C)C)C=1N=CC=2N(C1)C=C(N2)NC(=O)[C@@H]2[C@@H](C2)F